tert-butyl 5-(2-amino-3-fluoro-5-methoxy-4-pyridyl)-2,3,4,7-tetrahydroazepine-1-carboxylate NC1=NC=C(C(=C1F)C=1CCCN(CC1)C(=O)OC(C)(C)C)OC